P(O)(=O)(OP(=O)(O)OP(=O)(O)O)OC[C@@H]1[C@H]([C@H]([C@@H](O1)N1C=NC=2C(=O)N(C(N)=NC12)C)O)O.C(C)(C)C=1C=C(C=CC1)C(CC=O)C 3-(3-Isopropylphenyl)butanal 1-methylguanosine-5'-triphosphate